(R)-3-(5-(((S)-1-ethyl-4,4-difluoropiperidin-2-yl)methoxy)-1-oxoisoindolin-2-yl)piperidine-2,6-dione C(C)N1[C@@H](CC(CC1)(F)F)COC=1C=C2CN(C(C2=CC1)=O)[C@H]1C(NC(CC1)=O)=O